[Zr].C(C)CC(CC(=O)OOCC)=O.C(C)CC(CC(=O)OOCC)=O diethoxy bis(ethylacetoacetate) zirconium